tert-butyl (R)-2-(3-(3-(cyclopropyl(4-isopropylbenzyl)carbamoyl)piperidin-1-yl)phenoxy)-2-methylpropanoate C1(CC1)N(C(=O)[C@H]1CN(CCC1)C=1C=C(OC(C(=O)OC(C)(C)C)(C)C)C=CC1)CC1=CC=C(C=C1)C(C)C